4-(trifluoromethoxy)benzene FC(OC1=CC=CC=C1)(F)F